C(C1=CC=CC=C1)N1CC=2C3=C(N(C(C2C1)=O)CC1=CC=C(C=C1)C(F)(F)F)NN=C3 7-Benzyl-4-(4-(trifluoromethyl)benzyl)-4,6,7,8-tetrahydropyrazolo[3,4-b]pyrrolo[3,4-d]pyridin-5(3H)-one